1-((4-hydroxy-4-(trifluoromethyl)cyclohexyl)methyl)-3,7-dimethyl-1H-purine OC1(CCC(CC1)CN1CN(C2=NCN(C2=C1)C)C)C(F)(F)F